methyl (4aR,6R,7R,8S,8aR)-7-acetoxy-8-(4-(4-bromo-3,5-difluorophenyl)-1H-1,2,3-triazol-1-yl)-2-phenylhexahydropyrano[3,2-d][1,3]dioxine-6-carboxylate C(C)(=O)O[C@@H]1[C@H]([C@H]2OC(OC[C@H]2O[C@H]1C(=O)OC)C1=CC=CC=C1)N1N=NC(=C1)C1=CC(=C(C(=C1)F)Br)F